C(CCCCCCCCCCCC#CCCCC)(=O)O 13-octadecynic acid